methyl-3,4-dihydroquinoline-1(2H)-carbothioate COC(=S)N1CCCC2=CC=CC=C12